BrC1=CC=CC=2C=3N(C(=NC12)N[C@@H](C(=O)NCC)CC)N=C(N3)C3=C(C=C(C=C3)Cl)OC(F)F (2R)-2-({7-bromo-2-[4-chloro-2-(difluoromethoxy)phenyl][1,2,4]triazolo[1,5-c]quinazolin-5-yl}amino)-N-ethylbutanamide